C1(CC1)C=1C=C(C(=NC1)N1CCN(CC1)C(=O)C1=C(C=C(C=C1)C1(C(NC(N1)=O)=O)C)F)C 5-{4-[4-(5-cyclopropyl-3-methylpyridin-2-yl)piperazine-1-carbonyl]-3-fluorophenyl}-5-methylimidazolidine-2,4-dione